O[C@H](CCNC(=O)C=1C=C2CCC(N(C2=CC1)C)=O)CN1CCN(CC1)C1=C(C=CC=C1)OC (R)-N-(3-Hydroxy-4-(4-(2-methoxyphenyl)piperazin-1-yl)butyl)-1-methyl-2-oxo-1,2,3,4-tetrahydroquinoline-6-carboxamide